dl-2,3-Diketo-1,7,7-trimethylnorcamphan O=C1C2(CCC(C1=O)C2(C)C)C